C1(CC1)C=1N=NN(C1)C 4-cyclopropyl-1-methyl-1H-1,2,3-triazole